3-[3-(5-{[(5-chlorothiophen-2-yl)methyl]amino}-1-(2,2-dimethylpropanoyl)-1H-pyrazol-3-yl)-2-oxo-1,2-dihydropyridin-1-yl]-2,2-difluoropropanoic acid ClC1=CC=C(S1)CNC1=CC(=NN1C(C(C)(C)C)=O)C=1C(N(C=CC1)CC(C(=O)O)(F)F)=O